2,2-bis(3-amino-4-hydroxy-phenyl)-hexafluoropropane NC=1C=C(C=CC1O)C(C(F)(F)F)(C(F)(F)F)C1=CC(=C(C=C1)O)N